ClC=1C=C(C=CC1C(=O)N1CCN(CC1)C(=O)C1(CCNCC1)O)NC(=O)C=1N(C(=CN1)C1=C(C(=C(C=C1)OCC#N)F)F)C N-[3-chloro-4-[4-(4-hydroxypiperidine-4-carbonyl)piperazine-1-carbonyl]phenyl]-5-[4-(cyanomethoxy)-2,3-difluoro-phenyl]-1-methyl-imidazole-2-carboxamide